7-chloro-6-[2-fluoro-6-hydroxy-4-(4-methylpiperazin-1-yl)phenyl]quinoline-5,8-dione ClC1=C(C(C=2C=CC=NC2C1=O)=O)C1=C(C=C(C=C1O)N1CCN(CC1)C)F